(R)-3-amino-N-(3-((tert-butyldiphenylsilyl)oxy)-2-methylpropyl)-6-(4-chlorophenyl)-2-(1-methyl-1H-pyrazol-4-yl)isonicotinamide NC1=C(C(=O)NC[C@H](CO[Si](C2=CC=CC=C2)(C2=CC=CC=C2)C(C)(C)C)C)C=C(N=C1C=1C=NN(C1)C)C1=CC=C(C=C1)Cl